FC=1C=CC(=C2C=C(NC(C12)=O)CCC(=O)N1C2CN(CC1CC2)C2=NC=C(C=C2)F)C 8-fluoro-3-(3-(3-(5-fluoropyridin-2-yl)-3,8-diazabicyclo[3.2.1]octan-8-yl)-3-oxopropyl)-5-methylisoquinolin-1(2H)-one